C(C)(C)(C)OC(=O)N1C[C@](CCC1)(C)[C@@H](C=1OC(=C(C1)C)C1=C(C=C(C=C1)C(F)(F)F)OC)O (R)-3-((S)-hydroxy(5-(2-methoxy-4-(trifluoromethyl)phenyl)-4-methylfuran-2-yl)methyl)-3-methylpiperidin-1-carboxylic acid tert-butyl ester